C(#N)C1=CN=C2N1C(=CC(=C2)C=2N=NN(C2C)C2CCN(CC2)C(=O)OC(C)(C)C)O[C@H](C)C2=NC=CC=C2 tert-Butyl 4-[4-[3-cyano-5-[(1R)-1-(2-pyridyl)ethoxy] imidazo[1,2-a]pyridin-7-yl]-5-methyl-triazol-1-yl]piperidine-1-carboxylate